Cl.CN(C(OC1=C(C=C2C(=C(C(OC2=C1)=O)CC1=C(C(=CC=C1)NS(NC)(=O)=O)Cl)CN1CCNCC1)Cl)=O)C 6-chloro-3-(2-chloro-3-((N-methylsulfamoyl)amino)benzyl)-2-oxo-4-(piperazin-1-ylmethyl)-2H-chromen-7-yl dimethylcarbamate hydrochloride